C(C1=CC=CC=C1)OCC(=O)NC=1NC=2N(C(C1C=1C=C3C=CC=NC3=CC1)=O)N=C(C2C2=CC=CC=C2)C2=CC=CC=C2 2-(benzyloxy)-N-(7-oxo-2,3-diphenyl-6-(quinolin-6-yl)-4,7-dihydropyrazolo[1,5-a]pyrimidin-5-yl)acetamide